2-(2-Chlorophenyl)-N-[4-(4-methyl-1H-imidazol-1-yl)-3-sulfamoylphenyl]acetamide ClC1=C(C=CC=C1)CC(=O)NC1=CC(=C(C=C1)N1C=NC(=C1)C)S(N)(=O)=O